C(C)(=O)N1S(C2=C(C=C(C=C2)[N+](=O)[O-])C12C(N(C(C2)=O)C)=O)(=O)=O 2-acetyl-5-nitro-1'-methyl-2H-spiro[benzo[d]isothiazole-3,3'-pyrrolidine]-2',5'-dione 1,1-dioxide